N-(4-[2-(2-amino-4,7-dihydro-4-oxo-3H-pyrrolo[2,3-d]pyrimidin-5-yl)ethyl]benzoyl)-L-glutamic acid diethyl ester p-toluenesulfonic acid salt CC1=CC=C(C=C1)S(=O)(=O)O.C(C)OC([C@@H](NC(C1=CC=C(C=C1)CCC1=CNC=2N=C(NC(C21)=O)N)=O)CCC(=O)OCC)=O